tert-Butyl 2-(2-methoxycarbonylbenzothiophen-3-yl)morpholine-4-carboxylate COC(=O)C=1SC2=C(C1C1CN(CCO1)C(=O)OC(C)(C)C)C=CC=C2